FC=1C(=CC=2C3=C(NC2C1)C(=NC(=N3)C)O)F 7,8-difluoro-2-methyl-5H-pyrimido[5,4-b]indol-4-ol